Tert-Butyl (4-(4-(3-(3-(tert-butyl)-1-phenyl-1H-pyrazol-5-yl)ureido)-3-(methylthio)phenoxy)pyridin-2-yl)(2-(dimethylamino)ethyl)carbamate C(C)(C)(C)C1=NN(C(=C1)NC(NC1=C(C=C(OC2=CC(=NC=C2)N(C(OC(C)(C)C)=O)CCN(C)C)C=C1)SC)=O)C1=CC=CC=C1